NC1=NC(=C(C=C1Br)Br)C 2-amino-3,5-dibromo-6-methylpyridine